3-(3-(Benzyloxy)-2,4-difluoro-5-(trifluoromethyl)phenyl)-6-bromo-3H-[1,2,3]triazolo[4,5-c]pyridine C(C1=CC=CC=C1)OC=1C(=C(C=C(C1F)C(F)(F)F)N1N=NC2=C1C=NC(=C2)Br)F